[Si](C)(C)(C(C)(C)C)OCCNC {2-[(tert-butyldimethylsilyl)oxy]ethyl}(methyl)amine